OC1=C(C=CC=C1)C(C=CC1=CC(=CC=C1)C(F)(F)F)=O 1-(2-Hydroxyphenyl)-3-[3-(trifluoromethyl)phenyl]prop-2-en-1-one